CN1C=NC=2C1=NC=CC2 3-methyl-imidazo[4,5-b]Pyridine